(1S,2R)-N-(bicyclo[4.1.0]heptan-3-yl)-N-((2,3-dihydrobenzofuran-6-yl)methyl)-2-tosylcyclopentane-1-carboxamide C12CC(CCC2C1)N(C(=O)[C@H]1[C@@H](CCC1)S(=O)(=O)C1=CC=C(C)C=C1)CC1=CC2=C(CCO2)C=C1